NC1=CC=C2C(=N1)CC[C@H]2NC([C@H](C)NC(=O)C2NCCC(=C2)C2=C(C=C(C=C2)F)CF)=O N-((S)-1-(((R)-2-amino-6,7-dihydro-5H-cyclopenta[b]pyridin-5-yl)amino)-1-oxopropan-2-yl)-4-(4-fluoro-2-(fluoromethyl)phenyl)-1,2,5,6-tetrahydropyridine-2-carboxamide